FC1(CCC(CC1)C1=NC(=CC(=N1)NC(C1=C(C=C(C=C1)NS(=O)(=O)CCO)N1CCC2(CC2)CC1)=O)C)F N-(2-(4,4-difluorocyclohexyl)-6-methylpyrimidin-4-yl)-4-((2-hydroxyethyl)sulfonylamino)-2-(6-azaspiro[2.5]oct-6-yl)benzamide